FC1(C(=NC(=C(C1(O)C1=C(C=CC=C1)OC1=CC=NC2=CC(=C(N=C12)OCCOC)OC)C1=C(C=C(C=C1)F)C)C)COC)C(=O)N 3-fluoro-4-[[7-methoxy-6-(2-methoxyethoxy)-1,5-naphthyridin-4-yl]oxyphenyl]-5-(4-fluoro-2-methylphenyl)-4-hydroxy-2-(methoxymethyl)-6-methylpyridine-3-carboxamide